1-[3-[4-[8-chloro-7-[2-methyl-3-(2-trimethylsilylethoxymethyl)benzimidazol-5-yl]oxy-quinoxalin-2-yl]pyrazol-1-yl]cyclobutyl]azetidin-3-ol ClC=1C(=CC=C2N=CC(=NC12)C=1C=NN(C1)C1CC(C1)N1CC(C1)O)OC1=CC2=C(N=C(N2COCC[Si](C)(C)C)C)C=C1